N-(3-(ethylsulfanyl)-[1,2,4]triazolo[4,3-a]pyridin-6-yl)thiophene-2-carboxamide C(C)SC1=NN=C2N1C=C(C=C2)NC(=O)C=2SC=CC2